4-(2-amino-5-(1-methyl-5-(2-oxopyrrolidin-1-yl)-1H-pyrrolo[2,3-b]pyridin-3-yl)phenyl)pyrrolidin-2-one NC1=C(C=C(C=C1)C1=CN(C2=NC=C(C=C21)N2C(CCC2)=O)C)C2CC(NC2)=O